7-(trifluoromethyl)-1,3-benzodithiolane FC(C1=CC=CC2=C1SCS2)(F)F